CN1C(=C(C2=CC=CC=C12)N)C 1,2-dimethyl-1H-indol-3-amine